C(#N)[C@H](C[C@H]1C(NCCC1)=O)NC(=O)[C@@H]1N([C@@H]2CC([C@H]1CC2)(F)F)C([C@H](C)NC2=C(C=CC(=C2)F)F)=O (1S,3R,4S)-N-[(1S)-1-cyano-2-[(3S)-2-oxo-3-piperidyl]ethyl]-2-[(2S)-2-(2,5-difluoroanilino)propanoyl]-5,5-difluoro-2-azabicyclo[2.2.2]octane-3-carboxamide